1-neopentyl-1,4,6,7-tetrahydro-5H-imidazo[4,5-c]pyridine-5-carboxylic acid tert-butyl ester C(C)(C)(C)OC(=O)N1CC2=C(CC1)N(C=N2)CC(C)(C)C